α-(isobutoxyethyl)acrylamide C(C(C)C)OCCC(C(=O)N)=C